BrC1=C2CC(CC2=CC=C1OC)C(=O)OCC ethyl 4-bromo-5-methoxy-2,3-dihydro-1H-indene-2-carboxylate